2-(4-((4-methoxybenzyl)amino)piperazin-1-yl)-8-nitro-6-(trifluoromethyl)-4H-benzo[e][1,3]thiazin-4-one COC1=CC=C(CNN2CCN(CC2)C=2SC3=C(C(N2)=O)C=C(C=C3[N+](=O)[O-])C(F)(F)F)C=C1